BrC1=C2C(=NC=C1F)NC=C2 4-bromo-5-fluoro-1H-pyrrolo[2,3-b]Pyridine